CCCCCCCCCCCCCCCCCCCC(=O)OC[C@H](COP(=O)([O-])[O-])O The molecule is a 1-acyl-sn-glycerol 3-phosphate(2-) obtained by deprotonation of the phosphate OH groups of 1-arachidoyl-sn-glycero-3-phosphate. It is a conjugate base of a 1-icosanoyl-sn-glycero-3-phosphate.